C(CC)(=O)O[C@@H](C(=O)N1N=CC[C@H]1C(NCC1=C(C=CC(=C1)Cl)N1N=NN=C1)=O)C1=CC=C(C=C1)F [(1R)-2-[(3S)-3-[[5-chloro-2-(tetrazol-1-yl)phenyl]methylcarbamoyl]-3,4-dihydropyrazol-2-yl]-1-(4-fluorophenyl)-2-oxoethyl] propanoate